BrC1=CC2=C(C3=CC=CC=C3C=C2C=C1)OCCC 2-bromo-9-(n-propyloxy)anthracene